N2-trifluoroacetyl-l-glutamine FC(C(=O)N[C@@H](CCC(N)=O)C(=O)O)(F)F